CN(CCC[In](C)C)C (3-dimethylaminopropyl)-dimethylindium